(8aS)-7,7-difluoro-octahydropyrrolo[1,2-a]piperazine dihydrochloride C1CN2CC(C[C@H]2CN1)(F)F.Cl.Cl